(+-)-3,4-methylenedioxyamphetamine C1OC=2C=C(C[C@H](N)C)C=CC2O1 |r|